N-(4-cyanophenyl)-6-(trifluoromethyl)-1H-indole-3-sulphonamide C(#N)C1=CC=C(C=C1)NS(=O)(=O)C1=CNC2=CC(=CC=C12)C(F)(F)F